BrC=1C=C(NC2(CCC3(C4=CC(=CC=C4CC34CCCC4)OC)CC2)C(=O)O)C=CC1 (1s,4s)-4-(3-bromoanilino)-6'-methoxy-3'H-dispiro[cyclohexane-1,1'-indene-2',1''-cyclopentane]-4-carboxylic acid